methyl (2S,3S)-2-(4-hydroxyphenyl)-5-((E)-3-oxo-3-propoxyprop-1-en-1-yl)-2,3-dihydrobenzofuran-3-carboxylate OC1=CC=C(C=C1)[C@H]1OC2=C([C@@H]1C(=O)OC)C=C(C=C2)\C=C\C(OCCC)=O